(3S,4R)-1-(3,4,5-trimethoxyphenyl)-4-(3-hydroxy-4-methoxyphenyl)-3-(4-nitrobenzamidomethyl)azetidin-2-one tert-Butyl-3-(1,2,3,4-tetrahydroisoquinolin-6-yl)propanoate C(C)(C)(C)OC(CCC=1C=C2CCNCC2=CC1)=O.COC=1C=C(C=C(C1OC)OC)N1C([C@H]([C@@H]1C1=CC(=C(C=C1)OC)O)CNC(C1=CC=C(C=C1)[N+](=O)[O-])=O)=O